OC(C(=O)O)CCCC(=O)O.C(C[N+](C)(C)C)CC([O-])=O deoxycarnitine (2-hydroxy adipate)